2-(4-Fluorophenyl)-N-{4-[6-fluoro-3-(pyridin-2-yl)-1H-pyrrolo[3,2-b]pyridin-2-yl]pyridin-2-yl}acetamid FC1=CC=C(C=C1)CC(=O)NC1=NC=CC(=C1)C1=C(C2=NC=C(C=C2N1)F)C1=NC=CC=C1